7,8-Dihydro-2-(4-chlorobenzyl)-3-(4-fluorophenylamino)-5,7,7-trimethyl-[2H]-imidazo-[1,2-a]pyrazolo[4,3-e]pyrimidin-4(5H)-one ClC1=CC=C(CN2N=C3C(C(N(C=4N3CC(N4)(C)C)C)=O)=C2NC2=CC=C(C=C2)F)C=C1